FC(CN1CC(C(CC1)CC1=C2C=CNC2=C(C=C1C)C)C=1C=NN(C1)C)F 4-((1-(2,2-difluoroethyl)-3-(1-methyl-1H-pyrazol-4-yl)piperidin-4-yl)methyl)-5,7-dimethyl-1H-indole